C(C)(=O)[C@@]([C@]([C@@](C(=O)C(C)=O)(O)C(C)=O)(O)C(C)=O)(O)[C@@H](O)CN=[N+]=[N-] tetraacetyl-6-azidofucose